6-bromo-1-ethyl-3,4-dimethyl-1,3-dihydro-2H-benzo[d]imidazol-2-one BrC=1C=C(C2=C(N(C(N2C)=O)CC)C1)C